BrC=1C=C(C2=C(C=C(C(O2)(F)C(F)(F)F)C(=O)O)C1)C[2H] 6-bromo-8-deuteromethyl-2-trifluoromethyl-2-fluoro-2H-benzopyran-3-carboxylic acid